2-cyclopropyl-6-(cyclopropylmethyl)-6H-thieno[2,3-b]pyrrole-5-carbaldehyde C1(CC1)C1=CC2=C(N(C(=C2)C=O)CC2CC2)S1